3-(1,1-difluoroethyl)-7-difluoromethyl-5-(3,4-dimethylphenyl)pyrazolo[1,5-a]pyrimidine FC(C)(F)C=1C=NN2C1N=C(C=C2C(F)F)C2=CC(=C(C=C2)C)C